N1=CC=NC=C1C(=O)N pyrazine-6-carboxamide